2-(5-(Benzo[d]oxazol-2-yl)thiophen-2-yl)-5-(tert-butyl)benzo[d]oxazol O1C(=NC2=C1C=CC=C2)C2=CC=C(S2)C=2OC1=C(N2)C=C(C=C1)C(C)(C)C